COC1=CC=C(C=C1)CC(C)(O)C 1-(4-Methoxyphenyl)-2-methylpropan-2-ol